[N+](=O)([O-])C1=CC2=C(N=NN(C2=O)C2C(NC(CC2)=O)=O)C=C1 3-(6-nitro-4-oxobenzo[d][1,2,3]triazin-3(4H)-yl)piperidin-2,6-dione